C1(CCCCC1)C(C)NS(=O)(=O)C=1C=CC2=C(N=C(O2)NC2=CC=CC=C2)C1 N-(1-cyclohexylethyl)-2-(phenylamino)benzo[d]oxazole-5-sulfonamide